1-aminocyclobutylamine hydrochloride Cl.NC1(CCC1)N